piperazin-1-carboxamidin N1(CCNCC1)C(=N)N